dimethyl (2-methyl-6-(trifluoromethyl) phenyl) borate B(OC)(OC)OC1=C(C=CC=C1C(F)(F)F)C